NC1=C(C=C(C=N1)C1=C2C(=NC=C1)NC(=C2)C(=O)OC)C2=CC=C(C=C2)N2C(CCC2)=O methyl 4-(6-amino-5-(4-(2-oxopyrrolidin-1-yl) phenyl) pyridin-3-yl)-1H-pyrrolo[2,3-b]pyridine-2-carboxylate